N1(CCCCC1)S(=O)(=O)N1[C@@H]2CC[C@H]([C@H]1C1=NN=C(N1)CCC1=CC=NC=C1)C2 (1R,3S,4S)-2-(piperidin-1-ylsulfonyl)-3-(5-(2-(pyridin-4-yl)ethyl)-4H-1,2,4-triazol-3-yl)-2-azabicyclo[2.2.1]heptane